FC(=CC(C(F)F)(F)F)F 1,1,3,3,4,4-hexafluorobutene